(3Z)-7,7-dipropoxy-1,3-heptadiene C(CC)OC(CC\C=C/C=C)OCCC